1-(tert-butyl)-2-(4-(4-isopropoxyphenyl)butan-2-yl)disulphane tert-butyl-(5S)-5-methyl-2-[2-(8-methyl-8-azabicyclo[3.2.1]Oct-3-en-3-yl)-1,3-Benzothiazol-5-Yl]Piperidine-1-carboxylate C(C)(C)(C)OC(=O)N1C(CC[C@@H](C1)C)C=1C=CC2=C(N=C(S2)C=2CC3CCC(C2)N3C)C1.C(C)(C)(C)SSC(C)CCC1=CC=C(C=C1)OC(C)C